4-(4-Hydroxybutyl)thiomorpholine 1,1-Dioxide OCCCCN1CCS(CC1)(=O)=O